CC1=C(C=C(C=C1)C(=O)N1CCC(CC1)C1=CC=C(C=C1)OC1=CC=CC=C1)NS(=O)(=O)CC1=CC=CC=C1 N-(2-methyl-5-(4-(4-phenoxyphenyl)piperidine-1-carbonyl)phenyl)-1-phenylmethanesulfonamide